C(C)O[Si](CCCSC1=CC=C(C=C1)S(=O)(=O)C1=CC=C(C=C1)SCCC[Si](OCC)(OCC)OCC)(OCC)OCC bis(4-(3-(triethoxysilyl)propylthio)phenyl)sulfone